NCCC(=O)OC(C)C isopropyl 3-aminopropanoate